Cl.COC([C@H](N)CC(C)C)=O (D)-leucine methyl ester hydrochloride